benzyl 4-hydroxy-2-(methylsulfanyl)-5,8-dihydropyrido[3,4-d]pyrimidine-7(6H)-carboxylate OC=1C2=C(N=C(N1)SC)CN(CC2)C(=O)OCC2=CC=CC=C2